2,4-dichloro-6-(4-chloro-2-methoxyphenoxy)-N-(3-sulfamylphenyl)benzamide ClC1=C(C(=O)NC2=CC(=CC=C2)S(N)(=O)=O)C(=CC(=C1)Cl)OC1=C(C=C(C=C1)Cl)OC